[Ta].[Fe].[Li].OC1=CC=C(C=C1)C(CC)C1=CC=C(C=C1)O 1,1-bis-(4-hydroxyphenyl)propane lithium iron tantalum